5-(1-(2,2-difluoroethyl)-1H-benzo[d]imidazol-6-yl)-6-fluoro-N-((3S,4S)-3-fluoro-1-(oxetan-3-yl-3-d)piperidin-4-yl)-4-methoxypyrrolo[2,1-f][1,2,4]triazin-2-amine FC(CN1C=NC2=C1C=C(C=C2)C=2C(=CN1N=C(N=C(C12)OC)N[C@@H]1[C@H](CN(CC1)C1(COC1)[2H])F)F)F